2-((6-((4-(3-(2-Aminoethyl)-4,4-difluoro-5-methylpiperidin-1-yl)-5-cyanopyrimidin-2-yl)amino)-1-methyl-2-oxo-1,2-dihydroquinolin-3-yl)oxy)-N-methylacetamide NCCC1CN(CC(C1(F)F)C)C1=NC(=NC=C1C#N)NC=1C=C2C=C(C(N(C2=CC1)C)=O)OCC(=O)NC